tert-Butyl-(2R)-7-[(tert-butoxycarbonyl)amino]-2-ethyl-2,3-dihydropyrido[2,3-f][1,4]oxazepine C(C)(C)(C)[C@]1(OC2=C(C=NC1)N=C(C=C2)NC(=O)OC(C)(C)C)CC